3-[(1,3-dihydro-2-benzofuran-5-yl)methyl]-1-(1-methylpiperidin-4-yl)urea C1OCC2=C1C=CC(=C2)CNC(NC2CCN(CC2)C)=O